2,3,4,7,8,9,10,11,12,13,14,15,16,17-tetradecahydro-1H-cyclopenta[a]phenanthren-3-yl 4-(dimethylamino)butanoate CN(CCCC(=O)OC1CCC2C3CCC4CCCC4C3CC=C2C1)C